CN1C[C@@H](C(CC1)C=1SC2=C(N1)C=C(C=C2)[C@@H]2NC[C@H](CC2)C)C |&1:3| 2-[rac-(3R)-1,3-dimethyl-4-piperidyl]-5-[(2R,5S)-5-methyl-2-piperidyl]-1,3-benzothiazole